OCC1=C(C=CC(=C1)OC)C1=CC=2C(=NC=C(C2)C(=O)NC=2C(=NC=C(C2)NC(CN2[C@H](CCC2)C)=O)C)N1 (S)-2-(2-(hydroxymethyl)-4-methoxyphenyl)-N-(2-methyl-5-(2-(2-methylpyrrolidin-1-yl)acetamido)pyridin-3-yl)-1H-pyrrolo[2,3-b]pyridine-5-carboxamide